ClC1=C(C=C(C=C1)C=1OC=CN1)B(O)O 2-CHLORO-5-(OXAZOL-2-YL)PHENYLBORONIC ACID